FC=1C=C2C(C(=CN(C2=NC1N1CC(C1)C=1N(C=CN1)C)C=1SC=CN1)C(=O)O)=O 6-fluoro-7-[3-(1-methyl-1H-imidazol-2-yl)azetidin-1-yl]-4-oxo-1-(1,3-thiazol-2-yl)-1,4-dihydro-1,8-naphthyridine-3-carboxylic acid